2-bromo-4-(4-fluoro-2-methoxy-5-nitrophenoxymethyl)-1,3-benzothiazole BrC=1SC2=C(N1)C(=CC=C2)COC2=C(C=C(C(=C2)[N+](=O)[O-])F)OC